C1(CCCCC1)S(=O)[O-].[Na+] sodium cyclohexanesulfinate